C(C)(C)(C)C1N2C(C3=CC(=C(C=C3C1)C1=C(C=NN1C)C)OC)=CC(C(=C2)C(=O)[O-])=O 6-tert-butyl-9-(1,4-dimethyl-1H-pyrazol-5-yl)-10-methoxy-2-oxo-6,7-dihydro-2H-pyrido[2,1-a]isoquinoline-3-carboxylate